N(=C=O)CC1C2C=CC(C1)C2 5-(isocyanatomethyl)bicyclo[2.2.1]hept-2-ene